methyl 4-(benzylamino)-2-chloroquinoline-7-carboxylate C(C1=CC=CC=C1)NC1=CC(=NC2=CC(=CC=C12)C(=O)OC)Cl